BrC1=NC(=CC=C1)C=1N(C=CN1)CCC=C 2-bromo-6-(1-(3-buten-1-yl)-1H-imidazol-2-yl)pyridine